C1(CC1)N1N=CC2=CC=C(C(=C12)C=O)F 1-cyclopropyl-6-fluoro-indazole-7-carbaldehyde